S1C(=CC=C1C(=O)OC1=CC=C(C=C1)C(C)(C)C1=CC=C(C=C1)O)C(=O)OC1=CC=C(C=C1)C(C)(C)C1=CC=C(C=C1)O bis(4-(2-(4-hydroxyphenyl) propan-2-yl) phenyl) thiophene-2,5-dicarboxylate